C(N)(OC(C1=CC=C(C=C1)C(=O)NC1=C(C=CC=C1)N)CC=1C=NC=CC1)=O 3-pyridinylmethyl[[4-[[(2-aminophenyl) amino]carbonyl]phenyl]methyl] carbamate